C(C1=CC=CC=C1)(=O)OC1=CC(C1)=O 3-oxocyclobut-1-en-1-yl benzoate